C(C1CO1)OP(=O)(CC)CC diethylphosphinic acid glycidyl ester